C(C)C1=C(C=CC(=N1)N)C1=C2N=CC=NC2=CC=C1 6-Ethyl-5-(quinoxalin-5-yl)pyridin-2-amine